CC1=CC=C(C=C1)S(=O)(=O)OCCC[C@@H](C)[C@H]1CCC2[C@H](CCC[C@]12C)O (4R)-4-((1R,4S,7aR)-4-hydroxy-7a-methyloctahydro-1H-inden-1-yl)pentyl 4-methylbenzenesulfonate